ClC=1C=C(C=CC1Cl)N=NC1=C(N(C(C(C#N)=C1C)=O)C)O 5-[(3,4-Dichlorophenyl)azo]-1,2-dihydro-6-hydroxy-1,4-dimethyl-2-oxonicotinonitril